C(C)[C@]1(C(OCC=2C(N3CC=4N(C5=CC(=C(C=C5C(C4C3=CC21)=O)F)C(C)O)C2=CC(=CC(=C2)OC)F)=O)=O)O (4S)-4-ethyl-8-fluoro-11-(3-fluoro-5-methoxyphenyl)-4-hydroxy-9-(1-hydroxyethyl)-1,12-dihydro-14H-pyrano[3',4':6,7]indolizino[2,1-b]quinoline-3,6,14(4H,11H)-trione